5-[6-amino-1-[(4-amino-3-methyl-phenyl)methyl]pyrazolo[3,4-d]pyrimidin-4-yl]pyridine-3-carbonitrile NC1=NC(=C2C(=N1)N(N=C2)CC2=CC(=C(C=C2)N)C)C=2C=C(C=NC2)C#N